(±)-1-benzyl-3-(4-bromophenyl)pyrrolidin-3-ol C(C1=CC=CC=C1)N1C[C@](CC1)(O)C1=CC=C(C=C1)Br |r|